C(#N)C=1C=C(C=CC1)[C@@H]1N(OCC1)C1=CC(=NC=N1)NC=1C(=CC(=C(C1)NC(C=C)=O)N1CCC(CC1)N1CCC(CC1)(F)F)OC N-(5-((6-((R)-3-(3-cyanophenyl)isoxazolidine-2-yl)pyrimidine-4-yl)amino)-2-(4,4-difluoro-[1,4'-bipiperidine]-1'-yl)-4-methoxyphenyl)acrylamide